C[C@@H]1N(C[C@H](N(C1)CC(C1=CC=CC=C1)=O)C)C(=O)C=1C=C(CC2=NNC(C3=CC=CC=C23)=O)C=CC1F 4-(3-(trans-2,5-dimethyl-4-(2-oxo-2-phenylethyl)piperazine-1-carbonyl)-4-fluorobenzyl)phthalazin-1(2H)-one